C1(=CC=CC=C1)S(=O)(=O)C1(C(CC(C(C1)C)C)C)C(=O)O 1-benzenesulfonyl-2,4,5-trimethylcyclohexanecarboxylic acid